ClC1=CC=C(S1)CNC1=CC(=NN1)C1CCN(CC1)CC1=NN=NN1 N-[(5-Chlorothiophen-2-yl)methyl]-3-[1-(1H-1,2,3,4-tetrazol-5-ylmethyl)piperidin-4-yl]-1H-pyrazol-5-amin